C(C)N1CC=2N=C(N=CC2C1=O)SC 6-ethyl-2-(methylthio)-6,7-dihydro-5H-pyrrolo[3,4-d]pyrimidin-5-one